C(C)OC(=O)[C@H]1C2CCC([C@@H]1NC1=NC(=NN3C1=CC(=C3)C=C)C3=CN(C1=NC=C(C=C13)F)S(=O)(=O)C1=CC=C(C)C=C1)CC2 (1R,2S,3S,4R)-3-((2-(5-fluoro-1-tosyl-1H-pyrrolo[2,3-b]pyridin-3-yl)-6-vinylpyrrolo[2,1-f][1,2,4]triazin-4-yl)amino)bicyclo[2.2.2]octane-2-carboxylic acid ethyl ester